3,5-dimethylpyrrole CC1=CNC(=C1)C